3-hydroxy-2-(4-(3-(pyrrolidin-1-yl)propoxy)phenyl)-4H-chromen-4-one OC1=C(OC2=CC=CC=C2C1=O)C1=CC=C(C=C1)OCCCN1CCCC1